C(CCCCCCCCC)NCCCCCCCCCN N-decylnonane-1,9-diamine